ClC1=CC=C(C=C1)C(=C)C1=CC=CC=C1 1-(4-chlorophenyl)-1-phenylethene